FC1=C(C=CC(=C1C(F)(F)F)F)C=1CCCC2=C(C1C1=CC=C(C=C1)C=C1CN(C1)CCCF)C=CC=C2 8-(2,4-Difluoro-3-(trifluoromethyl)phenyl)-9-(4-((1-(3-fluoropropyl)azetidin-3-yliden)methyl)phenyl)-6,7-dihydro-5H-benzo[7]annulen